1,4-bis[4-(3-aminophenoxy)-alpha,alpha-dimethylbenzyl]benzene NC=1C=C(OC2=CC=C(C(C)(C)C3=CC=C(C=C3)C(C3=CC=C(C=C3)OC3=CC(=CC=C3)N)(C)C)C=C2)C=CC1